BrC=1C=CC(=C(C1)S(=O)(=O)Cl)OCC 5-bromo-2-ethoxybenzene-1-sulfonylchloride